Cl.C1(CC1)C1=CC=C(N=N1)NC(=O)[C@@H]1NCCCC1 (R)-N-(6-cyclopropylpyridazin-3-yl)piperidine-2-carboxamide hydrochloride